3-(2-(2,6-dioxopiperidin-3-yl)-1-oxoisoindolin-5-yl)propanoic acid O=C1NC(CCC1N1C(C2=CC=C(C=C2C1)CCC(=O)O)=O)=O